tert-butyl 9-(4-amino-3-hydroxy-phenyl)-3,9-diazaspiro[5.5]undecane-3-carboxylate NC1=C(C=C(C=C1)N1CCC2(CCN(CC2)C(=O)OC(C)(C)C)CC1)O